tert-butyl N-methyl-N-[2-[[4-methyl-6-[(2-morpholino-5,7-dihydrofuro[3,4-b]pyridine-3-carbonyl)amino]-2-oxo-1H-quinolin-8-yl]oxy]ethyl]-carbamate CN(C(OC(C)(C)C)=O)CCOC=1C=C(C=C2C(=CC(NC12)=O)C)NC(=O)C=1C=C2C(=NC1N1CCOCC1)COC2